4-(2-chloro-4-fluorobenzamido)-3-methylbenzoic acid ClC1=C(C(=O)NC2=C(C=C(C(=O)O)C=C2)C)C=CC(=C1)F